C(C)(C)N1CCN(CC1)C1=CN=C2C=CC(=NC2=C1)C=1C(=NNC1)C1=CC(=CC=C1)COC 7-(4-isopropylpiperazin-1-yl)-2-[3-[3-(methoxymethyl)phenyl]-1H-pyrazol-4-yl]-1,5-naphthyridine